5-bromo-1H-indole BrC=1C=C2C=CNC2=CC1